Dimethyl-palmityl-ammonium benzoate C(C1=CC=CC=C1)(=O)[O-].C[NH+](CCCCCCCCCCCCCCCC)C